benzenesulfonylbenzenesulfonate Potassium [K+].C1(=CC=CC=C1)S(=O)(=O)C1=C(C=CC=C1)S(=O)(=O)[O-]